COC(=O)C1CC(C=2C=3N(N=CC21)C=C(N3)C(F)F)(C)C 2-(difluoromethyl)-9,9-dimethyl-8,9-dihydro-7H-cyclopenta[d]imidazo[1,2-b]pyridazine-7-carboxylic acid methyl ester